({5-[(5-fluoro-2-hydroxy-benzyl)-methyl-amino]-pyrazolo[1,5-a]Pyrimidine-3-carbonyl}-amino)-2-hydroxy-propionic acid methyl ester COC(C(C)(O)NC(=O)C=1C=NN2C1N=C(C=C2)N(C)CC2=C(C=CC(=C2)F)O)=O